C(C)(=O)O\C(=C(/C(=O)OCC)\C#N)\C1=CN(C2=CC=CC=C12)CC1=CC(=CC(=C1)C(F)(F)F)C(F)(F)F Ethyl (Z)-3-acetoxy-3-(1-(3,5-bis(trifluoro-methyl)benzyl)-1H-indol-3-yl)-2-cyanoacrylate